(1R,5S)-[3-ethyl-6-(2-amino-2-oxoethyl)bicyclo[3.2.0]hept-6-yl]acetic acid tert-butyl ester C(C)(C)(C)OC(CC1([C@H]2CC(C[C@@H]2C1)CC)CC(=O)N)=O